ClC=1C=C2C(=NC(=NC2=C(C1C1=CC(=CC2=CC=CC=C12)O)F)OCC1CCC(N1)=O)N1CC2CCC(C1)N2 5-{[(6-chloro-4-{3,8-diazabicyclo[3.2.1]octan-3-yl}-8-fluoro-7-(3-hydroxynaphthalen-1-yl)quinazolin-2-yl)oxy]methyl}pyrrolidin-2-one